Cl.C1C(CC12CCNCC2)C2=C(C=CC(=C2)OC(F)(F)F)S(=O)(=O)N (7-azaspiro[3.5]non-2-yl)-4-(trifluoromethoxy)benzenesulfonamide hydrochloride